4-(5-amino-6-(dimethylamino)-2H-indazol-2-yl)-2-methylbutan-2-ol NC1=CC2=CN(N=C2C=C1N(C)C)CCC(C)(O)C